C12COCC(CC1)N2C2=NC=C(C=N2)OC2=C(C=C(C=C2)C2(CC(C2)OC)C(=O)N)C (4-((2-(3-oxa-8-azabicyclo[3.2.1]octan-8-yl)pyrimidin-5-yl)oxy)-3-methylphenyl)-3-methoxycyclobutane-1-carboxamide